1-butenoyl-4-butenyloxy-2,2,6,6-tetramethylpiperidine C(C=CC)(=O)N1C(CC(CC1(C)C)OC=CCC)(C)C